ClC=1C(=CC(=NC1)F)C1=CN=C2N1N=C(C=C2)C(F)F 3-(5-chloro-2-fluoropyridin-4-yl)-6-(difluoromethyl)imidazo[1,2-b]Pyridazine